Aspartyl-Leucine N[C@@H](CC(=O)O)C(=O)N[C@@H](CC(C)C)C(=O)O